(S)-N'-((2,3-dicyclopropyl-6,7-dihydro-5H-cyclopenta[b]pyridin-4-yl)carbamoyl)-1-ethyl-4-fluoro-1H-pyrazole-3-sulfonimidamide C1(CC1)C1=C(C(=C2C(=N1)CCC2)NC(=O)N=[S@@](=O)(N)C2=NN(C=C2F)CC)C2CC2